6-bromo-2,4-dihydro-1H-3,1-benzoxazine-2,4-dione BrC=1C=CC2=C(C(OC(N2)=O)=O)C1